C(C)(CC)OC(CC(=O)CCC)=O.FC=1C=C(C=C(C1)F)C1N(OCC1)C=O (3-(3,5-difluorophenyl)isoxazolidin-2-yl)methanone sec-butylethylacetoacetate